(E)-4-(2,6,6-trimethylcyclohex-2-en-1-yl)but-3-ene-1-one CC=1C(C(CCC1)(C)C)/C=C/CC=O